CN1C(=NC=C1)C1=CC=C(CN2C(C3=CC=CC=C3C2=O)=O)C=C1 2-(4-(1-methyl-1H-imidazol-2-yl)benzyl)isoindoline-1,3-dione